ON=C1C2=CC=CC=C2SC=2C=CC=CC12 thioxanthone-N-hydroxyimide